C12C(=CC(CC1)C2)C2=NN1C(N(C(=C(C1=O)N1CCNCC1)CC)CC(=O)NC1=C(C=C(C=C1)C(F)(F)F)Cl)=N2 2-(2-(bicyclo[2.2.1]hept-2-en-2-yl)-5-ethyl-7-oxo-6-(piperazin-1-yl)-[1,2,4]triazolo[1,5-a]pyrimidin-4(7H)-yl)-N-(2-chloro-4-(trifluoromethyl)phenyl)acetamide